C(C1=CC=CC=C1)OC(=O)N1C(CC(C1)CC)C(CBr)=O (2-bromoacetyl)-4-ethylpyrrolidine-1-carboxylic acid benzyl ester